CC(C)C1=C(C(=CC=C1)C(C)C)NO 2,6-bis(1-methylethyl)phenylhydroxylamine